N,N'-diethyl-N,N'-dimethylethylenediamine C(C)N(CCN(C)CC)C